tert-butyl 4-[3-[6-[2-cyano-3-[[ethyl(methyl)sulfamoyl]amino]-6-fluoro-phenoxy]-4-oxo-quinazolin-3-yl]propyl]piperidine-1-carboxylate C(#N)C1=C(OC=2C=C3C(N(C=NC3=CC2)CCCC2CCN(CC2)C(=O)OC(C)(C)C)=O)C(=CC=C1NS(N(C)CC)(=O)=O)F